3-(Hydroxymethyl)bicyclo[1.1.1]pentane-1-carboxylate OCC12CC(C1)(C2)C(=O)[O-]